2,2'-((1E,1'E)-((dithiobis(2,1-phenylene))di(imino))di(methylene))di(4-methoxyphenol) C1(=C(C=CC=C1)SSC1=C(C=CC=C1)NCC1=C(C=CC(=C1)OC)O)NCC1=C(C=CC(=C1)OC)O